C1N(CC2=CC=CC=C12)CC1=CC(=C(OCC2=CC=C(C=C2)S(=O)(=O)NCCOC)C=C1)OC 4-((4-(Isoindolin-2-ylmethyl)-2-methoxyphenoxy)methyl)-N-(2-methoxyethyl)-benzenesulfonamide